1-bromo-3-fluoro-2-(2-nitroethyl)benzene BrC1=C(C(=CC=C1)F)CC[N+](=O)[O-]